2-(trifluoromethyl)-10H-phenothiazine HCl Cl.FC(C1=CC=2NC3=CC=CC=C3SC2C=C1)(F)F